NC1(NC2=C(N1)C=C(C=C2)C)NC(C(CC)C2=CC=CC=C2)=O N-(2-amino-6-methyl-1H-benzoimidazol-2-yl)phenylbutyramide